ClC1=NS(C2=C(N1)C(=CC=C2)C2=C(C=CC=C2)Cl)(=O)=O 3-chloro-5-(2-chlorophenyl)-4H-benzo[e][1,2,4]thiadiazine 1,1-dioxide